5-(2-Fluoro-6-hydroxyphenyl)-3-(6-(4-methylpiperazin-1-yl)pyrid-3-yl)-1H-pyrazolo[4,3-c]pyridazin-6(5H)-on-Hydrobromid Br.FC1=C(C(=CC=C1)O)N1N=C2C(=CC1=O)NN=C2C=2C=NC(=CC2)N2CCN(CC2)C